C(CCCCCCCCCCCCCCC)(=O)OCC(COC(CCCCCCCCCCCCCCC)=O)OC(CCC(=O)N1C=C(C2=CC=CC=C12)CCN(C)C)=O 2-((4-(3-(2-(dimethylamino)ethyl)-1H-indol-1-yl)-4-oxobutanoyl)oxy)propane-1,3-diyl dipalmitate